2-(3-{2-[(3S)-3-fluoropyrrolidin-1-yl]ethoxy}phenyl)-N-methylethan-1-amine F[C@@H]1CN(CC1)CCOC=1C=C(C=CC1)CCNC